C(C)(C)(C)OC(=O)N1C[C@H](NCC1)C (R)-4-t-butoxycarbonyl-2-methylpiperazine